FC1(CCC(CC1)NC1=NN2C(C=N1)=C(C=C2)C=2C=C1C(=NC2)N=C(N1CC(F)F)C)F N-(4,4-difluorocyclohexyl)-5-(1-(2,2-difluoroethyl)-2-methyl-1H-imidazo[4,5-b]pyridin-6-yl)pyrrolo[2,1-f][1,2,4]triazin-2-amine